(+)-3-[(1R)-4-methyl-3-cyclohexen-1-yl]butanal CC1=CC[C@@H](CC1)C(CC=O)C